C(C)N(C(C1=C(C=CC(=C1)F)OC=1C(=NC=NC1)N1CC2(C1)CCN(CC2)C(=O)[C@H]2NCC=1N(N=CC12)C)=O)C(C)C (S)-N-ethyl-5-fluoro-N-isopropyl-2-((4-(7-(1-methyl-1,4,5,6-tetrahydropyrrolo[3,4-c]pyrazole-4-carbonyl)-2,7-diazaspiro[3.5]nonan-2-yl)pyrimidin-5-yl)oxy)benzamide